(3-chloro-6-(2-((2,2-difluoroethyl)(isopropyl)carbamoyl)-4-fluorophenoxy)-1,2,4-triazin-5-yl)-2,7-diazaspiro[3.5]nonane-7-carboxylic acid tert-butyl ester C(C)(C)(C)OC(=O)N1CCC2(CNC2C=2N=C(N=NC2OC2=C(C=C(C=C2)F)C(N(C(C)C)CC(F)F)=O)Cl)CC1